(3-(3-(2,3-dichlorophenyl)-1H-pyrazolo[3,4-b]pyrazin-6-yl)-7-phenyl-3-azabicyclo[4.1.0]heptan-7-yl)methanamine ClC1=C(C=CC=C1Cl)C1=NNC2=NC(=CN=C21)N2CC1C(C1CC2)(C2=CC=CC=C2)CN